C1(=CC=CC=2C3=CC=CC=C3NC12)C1=C(C2=C(OC3=C2C=CC=C3)C=C1)C=1NC3=C2C(=CC=C3C1)OC1=C2C=CC=C1 (Carbazolyl)(Benzofuroindolyl)Dibenzofuran